C(C)(C)(C)OC(=O)N1CCN(CCC1)C1=CC=C(C=C1)Br 4-(4-Bromophenyl)-1,4-diazacycloheptane-1-carboxylic acid tert-butyl ester